sodium 2-octenoate C(C=CCCCCC)(=O)[O-].[Na+]